ClC1=CC(=NC(=N1)C)NC(=O)[C@@H]1[C@H](C1)C1=NC=C(C(=N1)C)F |r| rac-(1S*,2S*)-N-(6-chloro-2-methylpyrimidin-4-yl)-2-(5-fluoro-4-methylpyrimidin-2-yl)cyclopropane-1-carboxamide